3,5-dimethoxybiphenyl COC=1C=C(C=C(C1)OC)C1=CC=CC=C1